C(=CC1=CC=CC=C1)C1C=CC(=O)OC1=O styrene-glutaconic anhydride